(4-fluoro-2-methoxy-5-nitrophenyl)-2-morpholinopropanamide FC1=CC(=C(C=C1[N+](=O)[O-])C(C(=O)N)(C)N1CCOCC1)OC